N\C(=C/C#N)\C1CC1 (Z)-3-amino-3-cyclopropylacrylonitrile